C(C)(C)(C)OC(NC1=C(C=C(C(=C1)NC)[N+](=O)[O-])OCC)=O (2-ethoxy-5-(methylamino)-4-nitrophenyl)carbamic acid tert-butyl ester